2-methoxy-5-(2-((2R,5S)-5-methyl-2-(2-(1,2,2,6,6-pentamethylpiperidin-4-yl)benzo[d]thiazol-5-yl)piperidin-1-yl)-2-oxoacetamido)nicotinamide COC1=C(C(=O)N)C=C(C=N1)NC(C(=O)N1[C@H](CC[C@@H](C1)C)C=1C=CC2=C(N=C(S2)C2CC(N(C(C2)(C)C)C)(C)C)C1)=O